COC1=CC(=C2C(=N1)N=C(N2)C(=O)O)C 5-methoxy-7-methyl-1H-imidazo[4,5-b]pyridine-2-carboxylic acid